FC1=C2C(=NC=3N(C2=CC=C1)C(=NN3)C)N3CCCC1=C(C=CC=C31)C#CC(C)(C)NC(OC(C(F)(F)F)C)=O 1,1,1-trifluoropropan-2-yl (4-(1-(6-fluoro-1-methyl-[1,2,4]triazolo[4,3-a]quinazolin-5-yl)-1,2,3,4-tetrahydroquinolin-5-yl)-2-methylbut-3-yn-2-yl)carbamate